C(C)(C)(C)OC(=O)N1CC=2C=C3C(=CC2C1)C(OC3=O)=O 1,3-dioxo-5,7-dihydro-1H-furo[3,4-f]isoindole-6(3H)-carboxylic acid tert-butyl ester